FC(C(C(C(S(=O)(=O)[O-])(F)F)(F)F)(F)F)(F)F nonafluoronormal butanesulfonate